tertiary-butyl (E)-(5-chloro-6-{2-[cyano(1H-imidazol-1-yl)methylene]-1,3-dithiolan-4-yl}pyridin-3-yl)carbamate ClC=1C=C(C=NC1C1S/C(/SC1)=C(/N1C=NC=C1)\C#N)NC(OC(C)(C)C)=O